N1CCC(CCC1)CC1=NC2=CC=C(C=C2C(N1CC)=O)F (azepan-4-ylmethyl)-3-ethyl-6-fluoroquinazolin-4(3H)-one